C(CCCCCCCCCCCCCCCCC)(=O)[O-].[Ca+2].C(C)(C)(C)N([C@@H](CC1=CNC2=CC=CC=C12)C(=O)O)C(C)(C)C.C(CCCCCCCCCCCCCCCCC)(=O)[O-] di-tert-butyl-tryptophan Calcium stearate